20-(palmitoyloxy)eicosanoic acid C(CCCCCCCCCCCCCCC)(=O)OCCCCCCCCCCCCCCCCCCCC(=O)O